rac-N-[(1S,2R,3S,5R)-2-fluoro-8-azabicyclo[3.2.1]oct-3-yl]carbamic acid benzyl ester hydrochloride Cl.C(C1=CC=CC=C1)OC(N[C@@H]1[C@@H]([C@@H]2CC[C@H](C1)N2)F)=O |r|